ClC=1C=C2C=NC(=NC2=CC1C1C(CN(CC1)C1(COC1)C)F)N 6-chloro-7-(3-fluoro-1-(3-methyloxetan-3-yl)piperidin-4-yl)quinazolin-2-amine